2-(benzylthio)benzo[d]thiazole C(C1=CC=CC=C1)SC=1SC2=C(N1)C=CC=C2